methyl (S)-3-(2-(4-cyclopropylphenyl)acetamido)-1-(5-(trifluoromethyl)pyridin-3-yl)pyrrolidine-3-carboxylate C1(CC1)C1=CC=C(C=C1)CC(=O)N[C@@]1(CN(CC1)C=1C=NC=C(C1)C(F)(F)F)C(=O)OC